(S)-2-(5-(2-(4-Cyanophenyl)pyridin-4-yl)-1,2,4-oxadiazol-3-yl)pyrrolidine-1-carbonitrile C(#N)C1=CC=C(C=C1)C1=NC=CC(=C1)C1=NC(=NO1)[C@H]1N(CCC1)C#N